CNC1=NC=CC(=N1)C1=CN=C(S1)NC(=O)NC1=CC(=C(C=C1)CN1CCN(CC1)C)C(F)(F)F 1-(5-(2-(Methylamino)pyrimidin-4-yl)thiazol-2-yl)-3-(4-((4-methylpiperazin-1-yl)methyl)-3-(trifluoromethyl)phenyl)urea